(Z)-2-cyano-N-(3-cyano-4-(trifluoromethyl)phenyl)-3-hydroxy-3-(5-methylisoxazol-4-yl)acrylamide C(#N)/C(/C(=O)NC1=CC(=C(C=C1)C(F)(F)F)C#N)=C(\C=1C=NOC1C)/O